tert-butyl (E)-(3-fluoro-2-(((2-(4-phenylbutyl)benzo[d]oxazol-6-yl)oxy)methyl)allyl)carbamate F/C=C(\CNC(OC(C)(C)C)=O)/COC1=CC2=C(N=C(O2)CCCCC2=CC=CC=C2)C=C1